ClC1=CC=C(C=C1)S(=O)(=O)[N-]S(=O)(=O)C N-(4-chlorobenzenesulfonyl)-N-methanesulfonylamide